6-[3-[1-[tert-butyl(dimethyl)silyl]oxyethyl]pyrazin-2-yl]-2-methyl-pyridazin-3-one [Si](C)(C)(C(C)(C)C)OC(C)C=1C(=NC=CN1)C=1C=CC(N(N1)C)=O